butylaluminium hydride C(CCC)[AlH2]